N-(5-chloro-6-(2H-1,2,3-triazol-2-yl)pyridin-3-yl)-1-(1-(1-ethoxyethyl)isoquinolin-4-yl)-5-(trifluoromethyl)-1H-pyrazole-4-carboxamide ClC=1C=C(C=NC1N1N=CC=N1)NC(=O)C=1C=NN(C1C(F)(F)F)C1=CN=C(C2=CC=CC=C12)C(C)OCC